NCC(=O)NCN1C(C(CCC1=O)N1C(C2=CC=CC(=C2C1)C#CCCCNC(OC(C)(C)C)=O)=O)=O tert-butyl N-[5-(2-{1-[(2-aminoacetamido)methyl]-2,6-dioxopiperidin-3-yl}-1-oxo-3H-isoindol-4-yl)pent-4-yn-1-yl]carbamate